C(C)(C)(C)OC(=O)N1CC(C1)C#CC1=CN=C(C2=CC(=C(C=C12)C(N)=O)OC(C)C)O[C@H]1CN(CCC1)C(CC#N)=O.C12(C(CCC(C1(C)C)C2)C)C(CC(N)[Si](OC)(OC)C)(N)N γ-pinyltriaminopropylmethyldimethoxysilane tert-butyl-(R)-3-((6-carbamoyl-1-((1-(2-cyanoacetyl)piperidin-3-yl)oxy)-7-isopropoxyisoquinolin-4-yl)ethynyl)azetidine-1-carboxylate